The molecule is an N-acyl-O-(3-sn-phosphatidyl)-L-serine obtained by formal condensation of the carboxy group of hexadecanoic acid with the amino group of 1-octadecanoyl-sn-glycero-3-phospho-L-serine It derives from a 1-stearoyl-sn-glycero-3-phosphoserine. It is a conjugate acid of a N-hexadecanoyl-O-(1-octadecanoyl-sn-glycero-3-phospho)-L-serine(2-). CCCCCCCCCCCCCCCCCC(=O)OC[C@H](COP(=O)(O)OC[C@@H](C(=O)O)NC(=O)CCCCCCCCCCCCCCC)O